C(C(=C)C)(=O)OCCCOC(C[NH+](C)C)=O [3-(methacryloyloxy)propyl]-(dimethylammonio)acetate